phenethyltrimethoxysilane C(CC1=CC=CC=C1)[Si](OC)(OC)OC